C[C@@H]1N[C@@H](CNC1)C (cis)-2,6-dimethylpiperazine